FC1=C(C=CC=C1)C1(C=2N(C3=C(C=N1)C=CC=C3)C(=NN2)C=2N=NC=CC2)C 2-fluorophenyl-4-methyl-1-pyridazin-3-yl-4H-[1,2,4]triazolo[4,3-a][1,4]benzodiazepine